Methyl-chloroisothiazolinone CC1C(C(=NS1)Cl)=O